C(=CC)C1=C(OC2=C(C#N)C(=CC=C2)OC2=C(C=CC=C2)C=CC)C=CC=C1 2,6-bis(2-propenyl-phenoxy)benzonitrile